(S)-3,3-difluoro-4-hydroxypyrrolidine-1-carboxylic acid tert-butyl ester C(C)(C)(C)OC(=O)N1CC([C@H](C1)O)(F)F